Bis(ferrocenyl)phosphine [C-]1(C=CC=C1)P[C-]1C=CC=C1.[CH-]1C=CC=C1.[Fe+2].[CH-]1C=CC=C1.[Fe+2]